FC1=C(C(=O)O)C(=CC=C1NS(=O)(=O)CCC)F 2,6-difluoro-3-(propylsulfonamido)benzoic acid